cesium para-toluenesulfonate CC1=CC=C(C=C1)S(=O)(=O)[O-].[Cs+]